N1(C=CC=C1)C1=C(CNC2=C3N=CN(C3=NC(=N2)Cl)C(C)C)C=CC=C1 N-(2-(1H-pyrrol-1-yl)benzyl)-2-chloro-9-isopropyl-9H-purin-6-amine